ClC1=C(C(=CC=C1)F)C=1C=C2C(=NN(C2=CC1)C(C1=CC=CC=C1)(C1=CC=CC=C1)C1=CC=CC=C1)NC(=O)C1CCN(CC1)C N-[5-(2-chloro-6-fluorophenyl)-1-trityl-1H-indazol-3-yl]-1-methylpiperidine-4-carboxamide